CN1N=CC(=C1)N(S(=O)(=O)NC(=O)NC=1C2=C(SC1C(C)C)CCC2)[C@@H]2CN(CCC2)C 1-[(1-methyl-1H-pyrazol-4-yl)[(3S)-1-methylpiperidin-3-yl]sulfamoyl]-3-[2-(propan-2-yl)-4H,5H,6H-cyclopenta[b]thiophen-3-yl]urea